3-ethyl-5-((6-(2-hydroxy-6-methyl-4-(trifluoromethyl)phenyl)-2H-pyrazolo[3,4-b]pyrazin-2-yl)methyl)oxazolidin-2-one C(C)N1C(OC(C1)CN1N=C2N=C(C=NC2=C1)C1=C(C=C(C=C1C)C(F)(F)F)O)=O